OC=1C=C(C=C(C1)C1=NN(C=N1)C)NC(=O)C=1C=NN2C1N=C(C=C2)NC2=CC(=CC=C2)C2=NN(C=N2)C N-(3-hydroxy-5-(1-methyl-1H-1,2,4-triazol-3-yl)phenyl)-5-((3-(1-methyl-1H-1,2,4-triazol-3-yl)phenyl)amino)pyrazolo[1,5-a]pyrimidine-3-carboxamide